4-{(1R,3R)-3-[3-(1-acetylpiperidin-4-yl)-1,2,4-oxadiazol-5-yl]-2,2-dimethylcyclopropyl}benzenesulfonamide C(C)(=O)N1CCC(CC1)C1=NOC(=N1)[C@H]1C([C@@H]1C1=CC=C(C=C1)S(=O)(=O)N)(C)C